tetrachloro-1,1-difluoroethane ClC(C(F)(F)Cl)(Cl)Cl